3-Cyclopropyl-6-[(5-Methoxypyridin-2-Yl)Methyl]-1-[(1R)-1-[6-(Trifluoromethyl)Pyridin-3-Yl]Ethyl]-1H,4H,5H-Pyrazolo[3,4-d]Pyrimidin-4-One C1(CC1)C1=NN(C=2N=C(NC(C21)=O)CC2=NC=C(C=C2)OC)[C@H](C)C=2C=NC(=CC2)C(F)(F)F